C1(=CC=CC=C1)C=1N=CC2=CC(=CC=C2C1)C=1N=NNC1C(=O)O 4-(3-phenylisoquinolin-7-yl)-1H-1,2,3-triazole-5-carboxylic acid